Cl.CNCCC1(CC=CC=C1)C1=CC(NC2=NC=CC=C12)=O 4-(1-(methylaminoethyl)phenyl)-1,8-naphthyridin-2(1H)-one hydrochloride